FC1=CC=CC=2N=C(SC21)N 7-fluorobenzo[D]thiazol-2-amine